ClC=1C=C(C=CC1F)NC(N([C@H](C)C1=CNC(C2=CC=CC=C12)=O)C[C@@H]1CC[C@@H](CC1)O)=O |&1:11| Racemic-cis-3-(3-chloro-4-fluorophenyl)-1-((4-hydroxycyclohexyl)methyl)-1-(1-(1-oxo-1,2-dihydroisoquinolin-4-yl)ethyl)urea